N-[(7-methyl-3H-imidazo[4,5-b]pyridin-2-yl)methyl]-2-(methylsulfanyl)-8-(propan-2-yl)pyrazolo[1,5-a][1,3,5]triazin-4-amine CC1=C2C(=NC=C1)NC(=N2)CNC2=NC(=NC=1N2N=CC1C(C)C)SC